thianthrene-S-oxide C1=CC=CC=2S(C3=CC=CC=C3SC12)=O